ClCCCCCCCCCCCCOC1OCCCC1 2-(12-chloro-dodecyloxy)-tetrahydropyran